3-(3-(4-(thiophenyl)phenoxy)azetidin-1-yl)-2-(1H-pyrrol-1-yl)benzoic acid S1C(=CC=C1)C1=CC=C(OC2CN(C2)C=2C(=C(C(=O)O)C=CC2)N2C=CC=C2)C=C1